O=C1C(=CC=NN1CC1CCN(CC1)C(=O)OC(C)(C)C)CCC1=CC=CC=C1 tert-butyl 4-((6-oxo-5-phenethylpyridazin-1(6H)-yl)methyl)piperidine-1-carboxylate